M-methyl-nicotinamide CC1(C(=O)N)CN=CC=C1